(R)-3-amino-N-Boc-piperidine CC(C)(C)OC(=O)N1CCC[C@H](C1)N